C1(CC1)C1=NOC(=N1)C1=NN(C(C=C1)=O)CC(=O)NCC 2-(3-(3-cyclopropyl-1,2,4-oxadiazol-5-yl)-6-oxopyridazin-1(6H)-yl)-N-ethylacetamide